methyl 5-bromo-6-(3-chlorophenoxy)-2-(3,4-dichlorophenyl)-1-ethyl-4-oxo-pyridine-3-carboxylate BrC=1C(C(=C(N(C1OC1=CC(=CC=C1)Cl)CC)C1=CC(=C(C=C1)Cl)Cl)C(=O)OC)=O